3-(4-(tert-butyl)benzoyl)-1-(2-fluorophenyl)-2-thioxoimidazolin-4-one C(C)(C)(C)C1=CC=C(C(=O)N2C(N(CC2=O)C2=C(C=CC=C2)F)=S)C=C1